C(C)(C)(C)OC(=O)N1[C@@H](CCC1)C=O.NCCCC[Si](OC)(OC)OC 4-aminobutyl-trimethoxysilane tert-butyl-(S)-2-formylpyrrolidine-1-carboxylate